C1(C=CC=C1)[Ti]C1C=CC=C1 bis(cyclopentadienyl)-titanium